(4-butoxy-2,3,5,6-tetrafluorophenyl)boronic acid C(CCC)OC1=C(C(=C(C(=C1F)F)B(O)O)F)F